tert-butyl (3R,4S)-3-benzyloxy-4-allylpyrrolidine-1-carboxylate C(C1=CC=CC=C1)O[C@H]1CN(C[C@@H]1CC=C)C(=O)OC(C)(C)C